5-phospho-α-D-ribose P(=O)(O)(O)OC[C@@H]1[C@H]([C@H]([C@@H](O)O1)O)O